C(CCCCCCC\C=C\CCCCCCCC)OC(COCCOCCOCCOCCNC(=O)C=1N=CNC1)COCCCCCCCC\C=C/CCCCCCCC N-((Z)-14-(((E)-octadec-9-en-1-yl)oxy)-3,6,9,12,16-pentaoxatetratriacont-25-en-1-yl)-1H-imidazole-4-carboxamide